2-Amino-4-(6-nitro-1H-indol-3-yl)pyrimidine NC1=NC=CC(=N1)C1=CNC2=CC(=CC=C12)[N+](=O)[O-]